BENZOTHIOPHENE-3-BORONIC ACID S1C=C(C2=C1C=CC=C2)B(O)O